(1-(methoxymethyl)-1a,6b-dihydro-1H-cycloprop[b]benzofuran-3-yl)carbamic acid tert-butyl ester C(C)(C)(C)OC(NC1=CC=CC=2C3C(OC21)C3COC)=O